1-{[1-(4-chloro-3-fluorophenyl)-3-methyl-1H-1,2,4-triazol-5-yl]methyl}-3-{[1-(7-fluoroquinolin-3-yl)-1H-1,2,4-triazol-5-yl]methyl}urea ClC1=C(C=C(C=C1)N1N=C(N=C1CNC(=O)NCC1=NC=NN1C=1C=NC2=CC(=CC=C2C1)F)C)F